BrC=1C=C2C(N(C(=NC2=CC1)[C@@H](CCC)N1CCN(C[C@@H](C1)COC)C)CC)=O 6-Bromo-3-ethyl-2-((R)-1-((S)-6-(methoxymethyl)-4-methyl-1,4-diazepan-1-yl)butyl)quinazolin-4(3H)-one